BrC1=NC(=CN=C1)C#N 2-bromo-6-cyanopyrazine